FC([C@@H](C1=CC=C(C=C1)F)N1N=C(C(=C1)C1=CN=CC(=N1)C1=C(C=2N(C=C1)N=C(N2)N2C(=CC=C2C)C)C)C)(C)F (R)-7-(6-(1-(2,2-difluoro-1-(4-fluorophenyl)propyl)-3-methyl-1H-pyrazol-4-yl)pyrazin-2-yl)-2-(2,5-dimethyl-1H-pyrrol-1-yl)-8-methyl-[1,2,4]triazolo[1,5-a]pyridine